4-(5-(3-((2-(4-ethoxy-4-oxobutanoyl)-4-fluoro-6-methoxybenzo[b]thiophen-5-yl)oxy)propoxy)-6-methoxyisoindolin-2-yl)-4-oxobutanoic acid ethyl ester C(C)OC(CCC(=O)N1CC2=CC(=C(C=C2C1)OCCCOC1=C(C2=C(SC(=C2)C(CCC(=O)OCC)=O)C=C1OC)F)OC)=O